N-(2-hydroxyethyl)isobutyramide OCCNC(C(C)C)=O